CC1=CCS(=O)(=O)O1 3-Methyl-2-propen-1,3-Sulton